CN1C(=NC2=C(C1=O)C=NN2C2OCCCC2)N2CCC1(CCN(C1)C1=NC(=NC(=C1)C)C(F)(F)F)CC2 5-methyl-6-(2-(6-methyl-2-(trifluoromethyl)pyrimidin-4-yl)-2,8-diazaspiro[4.5]decan-8-yl)-1-(tetrahydro-2H-pyran-2-yl)-1,5-dihydro-4H-pyrazolo[3,4-d]pyrimidin-4-one